C(C)(C)(C)C1=NSC(=C1)NC(=O)NC1=C(C=C(C=C1)OC1=CC=NC=2NC(C=NC21)=O)F 1-(3-(tert-butyl)isothiazol-5-yl)-3-(2-fluoro-4-((3-oxo-3,4-dihydropyrido[2,3-b]pyrazin-8-yl)oxy)phenyl)urea